C(CCC)OC1C(C(C(C2=CC=CC=C12)=O)(F)F)C 4-(butoxy)-methyl-2,2-difluoro-3,4-dihydro-1-naphthalenone